1-(3-fluorobicyclo[1.1.1]pentan-1-yl)-N-((2-((4-(5-(pyrrolidin-1-yl)pyridin-3-yl)-1H-1,2,3-triazol-1-yl)methyl)imidazo[1,2-a]pyridin-6-yl)methyl)methylamine FC12CC(C1)(C2)CNCC=2C=CC=1N(C2)C=C(N1)CN1N=NC(=C1)C=1C=NC=C(C1)N1CCCC1